3,3''-((2S,4S)-2,4-dimethoxypentane-1,5-diyl)bis(2',4',6'-trimethyl-[1,1'-biphenyl]-2-ol) CO[C@@H](CC1=C(C(=CC=C1)C1=C(C=C(C=C1C)C)C)O)C[C@H](CC1=C(C(=CC=C1)C1=C(C=C(C=C1C)C)C)O)OC